N(N)C(=O)C=1C=C2C(=NC1)NN=C2N(C(OC(C)(C)C)=O)C tert-butyl N-[5-(hydrazinecarbonyl)-1H-pyrazolo[3,4-b]pyridin-3-yl]-N-methylcarbamate